1,1-dimethylethyl N-[(1R,2R,4S)-2-[1,1-dimethylethyl(dimethyl)silyl]oxy-4-[4-(hydroxymethyl)benzoyl]cyclohexyl]-N-methyl-carbamate CC(C)(C)[Si](O[C@H]1[C@@H](CC[C@@H](C1)C(C1=CC=C(C=C1)CO)=O)N(C(OC(C)(C)C)=O)C)(C)C